O=C1C(=CC=2N=CN=CC2N1)C1CCN(CC1)C(=O)OC(C)(C)C tert-butyl 4-(6-oxo-5,6-dihydropyrido[3,2-d]pyrimidin-7-yl)piperidine-1-carboxylate